[O-][N+]1=C(C=CC(=C1)C(F)(F)F)C(=O)OC methyl 1-oxido-5-(trifluoromethyl)pyridin-1-ium-2-carboxylate